(R)-6-(1-acetyl-4-aminopiperidin-4-yl)-8-methyl-4-((1-(2-methyl-3-(trifluoromethyl)phenyl)prop-2-yn-1-yl)amino)pyrido[2,3-d]pyrimidin-7(8H)-one C(C)(=O)N1CCC(CC1)(N)C1=CC2=C(N=CN=C2N[C@H](C#C)C2=C(C(=CC=C2)C(F)(F)F)C)N(C1=O)C